1-decyl-2-butylpyrrolium chloride [Cl-].C(CCCCCCCCC)[NH+]1C(=CC=C1)CCCC